CN(C(OC(C)(C)C)=O)CC1CCN(CC1)C1=CC=CC=C1 tert-Butyl N-methyl-N-[(1-phenyl-4-piperidyl)methyl]carbamate